4-((3S,5S)-3,5-dimethylpiperazin-1-yl)-7-(8-ethynyl-7-fluoro-3-hydroxynaphthalen-1-yl)-8-fluoro-2-(((2R,7aS)-2-fluorotetrahydro-1H-pyrrolizin-7a(5H)-yl)methoxy)quinoline-3-carbonitrile C[C@H]1CN(C[C@@H](N1)C)C1=C(C(=NC2=C(C(=CC=C12)C1=CC(=CC2=CC=C(C(=C12)C#C)F)O)F)OC[C@]12CCCN2C[C@@H](C1)F)C#N